phenazine cobalt [Co].C1=CC=CC2=NC3=CC=CC=C3N=C12